C(CC)OP(OCCC)OP(OCCC)OCCC Tetrapropyldiphosphit